C(=O)C=1C=CC(=NC1)SN1CCCCC1 ((5-formylpyridin-2-yl)thio)piperidine